SC1CCN(C1)C(=O)NC1=CC=C(C=C1)S 4-mercapto-N-(4-mercaptophenyl)pyrrolidineamide